OC1C(C(CC1)CC(=O)O)C\C=C/CC 3-hydroxy-2-[(2Z)-2-pentenyl]cyclopentaneacetic acid